1,5-dimethyl-4-(methylamino)-2-phenyl-1,2-dihydro-3H-pyrazol-3-one CN1N(C(C(=C1C)NC)=O)C1=CC=CC=C1